FC(C1=CC=2C(C3=CC=CC=C3SC2C=C1)=CCCN1CCN(CC1)CCO)(F)F 4-(3-(2-(trifluoromethyl)-9H-thioxanthen-9-ylidene)propyl)-1-piperazineethanol